2-[3-(trifluoromethoxy)phenyl]ethan-1-one FC(OC=1C=C(C=CC1)CC=O)(F)F